4-((5-(methoxycarbonyl)-1,3-benzodiazol-1-yl)methyl)phenylboronic acid trifluoroacetate FC(C(=O)O)(F)F.COC(=O)C1=CC2=C(N(C=N2)CC2=CC=C(C=C2)B(O)O)C=C1